5-(1-(2-cyclohexylethyl)piperidin-3-yl)-2-(1-(tetrahydro-2H-pyran-2-yl)-1H-indazol-4-yl)-2,4-dihydro-3H-1,2,4-triazol-3-one C1(CCCCC1)CCN1CC(CCC1)C=1NC(N(N1)C1=C2C=NN(C2=CC=C1)C1OCCCC1)=O